Tert-butyl-(4-methoxycyclohexyloxy)-dimethyl-silane C(C)(C)(C)[Si](C)(C)OC1CCC(CC1)OC